C(C)(C)OC=1C(=CC=2C(N1)=NN(C2)[C@]21CO[C@](CC2)(C1)C)C(=O)NC=1C(N(C=CC1)C)=O 6-isopropoxy-N-(1-methyl-2-oxo-1,2-dihydropyridin-3-yl)-2-((1R,4R)-1-methyl-2-oxabicyclo[2.2.1]heptan-4-yl)-2H-pyrazolo[3,4-b]pyridine-5-carboxamide